N[C@H](C(=O)O)CC1C(C1)=C (2S)-2-AMINO-3-(2-METHYLENECYCLOPROPYL)PROPANOIC ACID